4-(1-fluoroethyl)-6-oxo-1,6-dihydropyrimidin FC(C)C=1N=CNC(C1)=O